n-(2-acetamido)-iminodiacetic acid C(C(=O)N)N(CC(=O)O)CC(=O)O